2-hydroxy-4-[3-(trimethoxysilyl)propoxy]benzophenone OC1=C(C(=O)C2=CC=CC=C2)C=CC(=C1)OCCC[Si](OC)(OC)OC